C[C@@H]1N[C@H](CC(C1)N1C(C=2C=CC(=NC2C=C1)C=1C=C(C=2N(C1)C=C(N2)C)F)=O)C 6-[(2S,6S)-2,6-dimethyl-4-piperidyl]-2-(8-fluoro-2-methyl-imidazo[1,2-a]pyridin-6-yl)-1,6-naphthyridin-5-one